[I-].N1C=CC2=CC=CC=C12 indole iodide salt